2-((3-(3-chloro-4-propoxyphenyl)-1,2,4-oxadiazol-5-yl)methyl)acrylic acid ClC=1C=C(C=CC1OCCC)C1=NOC(=N1)CC(C(=O)O)=C